C(C)C(COC1=CC=C(C=C1)C=1C(=NC=2C(N1)=C(SC2C=2SC=CC2)C=2SC=CC2)C2=CC=C(C=C2)OCC(CCCC)CC)CCCC 2,3-bis(4-(2-ethylhexyl-oxy)phenyl)-5,7-bis(thiophen-2-yl)thieno[3,4-B]pyrazine